N[C@@H](CCC(=O)OC(C)(C)C)C(=O)N (4S)-tert-butyl 4,5-diamino-5-oxo-pentanoate